4-[4-(1,3-benzoxazol-2-yl)piperidin-1-yl]-7-bromo-1-methyl-2-oxo-1,2-dihydroquinoline-3-carbonitrile O1C(=NC2=C1C=CC=C2)C2CCN(CC2)C2=C(C(N(C1=CC(=CC=C21)Br)C)=O)C#N